(z)-non-6-en-1-al C(CCCC\C=C/CC)=O